CN(C)[C@H](C1=CC=CC=C1)CCOC1=CC2=CC=CC=C2C=C1 (S)-N,N-dimethyl-alpha-[2-(2-naphthyloxy)ethyl]benzylamine